OCN1C(NC(C1=O)NC(NCNC(=O)NC1NC(N(C1=O)CO)=O)=O)=O 3,3'-bis(1-hydroxymethyl-2,5-dioxoimidazolidin-4-yl)-1,1'-methylenediurea